2-(2-((7-(3-(aminomethyl)phenyl)-4-cyclopropylbenzofuran-5-yl)methoxy)phenyl)acetic acid NCC=1C=C(C=CC1)C1=CC(=C(C=2C=COC21)C2CC2)COC2=C(C=CC=C2)CC(=O)O